COC=1C=C2C(=NC=NC2=CC1OC)OC1=CC(=C(C(=C1)F)C(C(=O)NC1=CC=C(C=C1)[N+](=O)[O-])=O)F (4-((6,7-dimethoxyquinazolin-4-yl)oxy)-2,6-difluorophenyl)-N-(4-nitrophenyl)-2-oxoacetamide